4-({1-[1-(adamantane-1-carbonyl)piperidin-4-yl]azetidin-3-yl}amino)-2-chloro-N,N-dimethylbenzamide C12(CC3CC(CC(C1)C3)C2)C(=O)N2CCC(CC2)N2CC(C2)NC2=CC(=C(C(=O)N(C)C)C=C2)Cl